(S)-(1-(oxetan-3-yl)pyrrolidin-2-yl)methanol O1CC(C1)N1[C@@H](CCC1)CO